FC(C(=O)O)(F)F.ClC=1C=CC(=C(C1)[C@H](C)NC1=CC(=C(C(=C1)F)S(=O)(=O)NC=1N=CSC1)F)F (S)-4-((1-(5-chloro-2-fluorophenyl)ethyl)amino)-2,6-difluoro-N-(thiazol-4-yl)benzenesulfonamide 2,2,2-trifluoroacetate